N[C@H]1C[C@H](N(C1)C1=C(C=CC(=C1)C1=C(C=NN1C)C#N)C=1C(=NC(=NC1)C1=C(C=CC=C1OC)F)C(=O)N)CO (2-((2S,4S)-4-amino-2-(hydroxymethyl)pyrrolidin-1-yl)-4-(4-cyano-1-methyl-1H-pyrazol-5-yl)phenyl)-2-(2-fluoro-6-methoxyphenyl)pyrimidine-4-carboxamide